C(C)(C)(C)OC(=O)N1CC(CC1)S(=O)(=O)N1CCC(CC1)C1=C(C(=C(C=C1O)Cl)Cl)Cl.S1C(SCCC1)C(\C(=C\C1=C(C=C(C=C1OC)OC)OC)\C1=CC=CC=C1)=O (E)-1-(1,3-Dithian-2-yl)-2-phenyl-3-(2,4,6-trimethoxyphenyl)prop-2-en-1-one tert-butyl-3-[[4-(2,3,4-trichloro-6-hydroxyphenyl)piperidin-1-yl]sulfonyl]pyrrolidine-1-carboxylate